tert-butyl 5-amino-4-(6-formyl-1-oxo-7-phenoxyisoindolin-2-yl)-5-oxopentanoate NC(C(CCC(=O)OC(C)(C)C)N1C(C2=C(C(=CC=C2C1)C=O)OC1=CC=CC=C1)=O)=O